1,3-diallyl-5-(2-bromoethyl)-1,3,5-triazine-2,4,6-trione C(C=C)N1C(N(C(N(C1=O)CCBr)=O)CC=C)=O